(2S)-2-[[5-[5-(difluoromethyl)-1,3,4-oxadiazol-2-yl]-2-(3-methyl-4-methylsulfonyl-anilino)pyrimidin-4-yl]amino]-2-phenyl-ethanol FC(C1=NN=C(O1)C=1C(=NC(=NC1)NC1=CC(=C(C=C1)S(=O)(=O)C)C)N[C@H](CO)C1=CC=CC=C1)F